1-(4-phenylthiazol-2-yl)piperidin-4-amine C1(=CC=CC=C1)C=1N=C(SC1)N1CCC(CC1)N